N-hydroxy-N-(5-(1-(methoxyimino)ethyl)-2,4,6-trioxohexahydropyrimidin-5-yl)benzamide ON(C(C1=CC=CC=C1)=O)C1(C(NC(NC1=O)=O)=O)C(C)=NOC